4-((1-(4-(2-(2-aminopyridin-3-yl)-5-(6-oxo-1,6-dihydropyridin-3-yl)-3H-imidazo[4,5-b]pyridin-3-yl)benzyl)piperidin-4-yl)amino)pyrimidine-2-carbonitrile NC1=NC=CC=C1C1=NC=2C(=NC(=CC2)C2=CNC(C=C2)=O)N1C1=CC=C(CN2CCC(CC2)NC2=NC(=NC=C2)C#N)C=C1